C(CCCCCCC\C=C/CCCCCCCC)N(C)CC(=O)O N-Oleyl-sarcosine